OCCNCCC(=O)N1CC(NC2=CC=CC=C12)=O 4-(3-((2-hydroxyethyl)amino)propanoyl)-3,4-dihydroquinoxalin-2(1H)-one